FC1(CC1)C(=O)N[C@H](C(=O)N1[C@@H](C[C@H](C1)O)C(=O)NCC1=C(OCC(=O)NCCCC(=O)O)C=C(C=C1)C1=C(N=CS1)C)C(C)(C)C 4-(2-(2-(((2S,4R)-1-((S)-2-(1-fluorocyclopropane-1-carboxamido)-3,3-dimethylbutanoyl)-4-hydroxypyrrolidine-2-carboxamido)methyl)-5-(4-methylthiazol-5-yl)phenoxy)acetamido)butanoic acid